methyl 5-(3-chlorophenyl)-6-cyano-3-hydroxypicolinate ClC=1C=C(C=CC1)C=1C=C(C(=NC1C#N)C(=O)OC)O